tert-butyl (2S)-4-[8-([8-fluoro-2-methylimidazo[1,2-a]pyridin-6-yl]carbamoyl)cinnolin-5-yl]-2-methylpiperazine-1-carboxylate FC=1C=2N(C=C(C1)NC(=O)C=1C=CC(=C3C=CN=NC13)N1C[C@@H](N(CC1)C(=O)OC(C)(C)C)C)C=C(N2)C